3-tert-butyl-4-hydroxy-5-methylbenzenepropanoic acid C(C)(C)(C)C=1C=C(C=C(C1O)C)CCC(=O)O